ethoxy(4-([[3-(methylcarbamoyl)-1H-pyrazolo[4,3-d]pyrimidin-7-yl]amino]methyl)phenyl)phosphinic acid C(C)OP(O)(=O)C1=CC=C(C=C1)CNC=1C2=C(N=CN1)C(=NN2)C(NC)=O